F[SnH](C1CC1)F difluorocyclopropyl-stannane